Cl.NCC1=CC=C2CN(C(C2=C1)=O)C1C(NC(CC1)=O)=O 3-[6-(aminomethyl)-1-oxo-2,3-dihydro-1H-isoindol-2-yl]piperidine-2,6-dione hydrochloride